4-[6-(2-aminoethyl)pyridin-3-yl]-3-(5-morpholin-4-ylpyridazin-3-yl)oxybenzonitrile NCCC1=CC=C(C=N1)C1=C(C=C(C#N)C=C1)OC=1N=NC=C(C1)N1CCOCC1